C(C1=CC=CC=C1)OC1=C(C=C(N)C=C1Cl)Cl 4-benzyloxy-3,5-dichloroaniline